C(C)C1=NC2=CC(=C(C=C2C(=C1C)COC([O-])=O)OC1=CC=C(C=C1)OC(F)(F)F)C 2-ethyl-3,7-dimethyl-6-[4-(trifluoromethoxy) phenoxy]-4-quinolylmethylcarbonate